[5-[2-(tert-Butylsulfamoyl)-4-(2-pyridylmethylcarbamoylamino)phenyl]Thia-methylAzol-2-yl]Piperidine-1-carboxylic acid C(C)(C)(C)NS(=O)(=O)C1=C(C=CC(=C1)NC(NCC1=NC=CC=C1)=O)SC1=CC=C(N1)C1N(CCCC1)C(=O)O